5'-(benzyloxy)-1',2'-dihydrospiro[cyclopropane-1,3'-pyrido[1,2-b]pyridazine]-4',6'-dione C(C1=CC=CC=C1)OC=1C(C=CN2NCC3(C(C21)=O)CC3)=O